C12(C=CC(CC1)C2)Br Norbornenyl bromide